(7S)-3-[(3R)-1,1-Dioxo-1λ6-thian-3-yl]-7-methyl-2-[2-(2H-1,2,3-triazol-2-yl)ethyl]-3H,6H,7H,8H,9H-imidazo[4,5-f]chinolin O=S1(C[C@@H](CCC1)N1C(=NC2=C3CC[C@@H](NC3=CC=C21)C)CCN2N=CC=N2)=O